azobenzene nitrogen [N].N(=NC1=CC=CC=C1)C1=CC=CC=C1